FC1=CC=C(C=C1)N1C=C2C(=C(C1=O)C(=O)N)CCC2 2-(4-fluorophenyl)-3-oxo-3,5,6,7-tetrahydro-2H-cyclopenta[c]pyridine-4-carboxamide